ClC=1C(=CC2=C(C[C@](O2)(C2=CC=CC=C2)CNC)C1C1=C(C(=NC=C1C(=O)NC)OCCO)F)F 4-((2s,4s)-5-chloro-6-fluoro-2-((methylamino)methyl)-2-phenyl-2,3-dihydrobenzofuran-4-yl)-5-fluoro-6-(2-hydroxyethoxy)-N-methylnicotinamide